((1R,4r)-4-(2-oxopyridin-1(2H)-yl)cyclohexyl)carbamic acid tert-butyl ester C(C)(C)(C)OC(NC1CCC(CC1)N1C(C=CC=C1)=O)=O